n-Hexylamine C(CCCCC)N